methyl 2-(2-chloro-4-(1-(quinolin-5-yl)-5-(trifluoromethyl)-1H-pyrazole-4-carboxamido) phenyl)-2H-1,2,3-triazole-4-carboxylate ClC1=C(C=CC(=C1)NC(=O)C=1C=NN(C1C(F)(F)F)C1=C2C=CC=NC2=CC=C1)N1N=CC(=N1)C(=O)OC